C(C=C)OC=1C=C(C=C(C1)OCC=C)C=CC1=CC=C(OCC=C)C=C1 tri-O-allyl-resveratrol